COC=1C=C2CCN(C(C2=CC1)C)C 6-Methoxy-1,2-dimethyl-1,2,3,4-tetrahydroisoquinoline